3-[(4,6-difluoro-1,3-benzothiazol-2-ylcarbamoyl)piperidin-1-yl]azetidine-1-carboxylate FC1=CC(=CC2=C1N=C(S2)NC(=O)C2N(CCCC2)C2CN(C2)C(=O)[O-])F